N[C@@H]1CC(N(C1)C1=CC=C(C=C1)S(=O)(=O)N1CCN(CC1)C1=NC(=CC(=C1)C(C1CCC(CC1)NC(CCCN(CCN)CCN)=O)(F)F)Cl)=O N-[4-[[2-[4-[4-[(4R)-4-amino-2-oxo-pyrrolidin-1-yl]phenyl]sulfonylpiperazin-1-yl]-6-chloro-4-pyridyl]-difluoro-methyl]cyclohexyl]-4-[bis(2-aminoethyl)amino]butanamide